BrC1=C(C=C2C(=NC(=NC2=C1F)OC[C@H]1N(C[C@@H](C1)OC)C)O[C@H]1CN(CC1)C(=O)OC(C)(C)C)C(F)(F)F tert-butyl (R)-3-((7-bromo-8-fluoro-2-(((2S,4R)-4-methoxy-1-methylpyrrolidin-2-yl)methoxy)-6-(trifluoromethyl) quinazolin-4-yl)oxy)pyrrolidine-1-carboxylate